N,N-dimethylethanaminium C[NH+](CC)C